(6S,7S)-N-((R)-1,1-difluoropropan-2-yl)-7-((fluoromethyl)sulfonamido)-6-((2,3',5'-trifluoro-[1,1'-biphenyl]-3-yl)methyl)-5-azaspiro[2.4]heptane-5-carboxamide FC([C@@H](C)NC(=O)N1CC2(CC2)[C@@H]([C@@H]1CC=1C(=C(C=CC1)C1=CC(=CC(=C1)F)F)F)NS(=O)(=O)CF)F